4-(4-(6-Acryloyl-2,6-diazaspiro[3.3]heptane-2-yl)phenyl)-6-(1-(methyl-d3)-1H-pyrazol-4-yl)pyrazolo[1,5-a]pyrazine-3-carbonitrile C(C=C)(=O)N1CC2(CN(C2)C2=CC=C(C=C2)C=2C=3N(C=C(N2)C=2C=NN(C2)C([2H])([2H])[2H])N=CC3C#N)C1